3-fluoro-5-methylbenzylboric acid FC=1C=C(COB(O)O)C=C(C1)C